(2R,3R,4R,5S)-1-(2-cyclohexylethyl)-2-methylpiperidine-3,4,5-triol C1(CCCCC1)CCN1[C@@H]([C@H]([C@@H]([C@H](C1)O)O)O)C